methyl 3-((5-phenylpyridin-2-yl)amino)benzoate C1(=CC=CC=C1)C=1C=CC(=NC1)NC=1C=C(C(=O)OC)C=CC1